5-[4-[tert-butoxycarbonyl(ethyl)amino]-1-piperidyl]cinnoline-8-carboxylic acid C(C)(C)(C)OC(=O)N(C1CCN(CC1)C1=C2C=CN=NC2=C(C=C1)C(=O)O)CC